N-[2-fluoro-3-(4-methyl-6-oxo-1,6-dihydropyrimidin-2-yl)-4-(trifluoromethyl)benzyl]isobutyramide FC1=C(CNC(C(C)C)=O)C=CC(=C1C=1NC(C=C(N1)C)=O)C(F)(F)F